3-[(1S,3R)-3-aminocyclohexyl]-5-chloro-[1,2,4]triazolo[4,3-a]pyridine-7-carboxamide N[C@H]1C[C@H](CCC1)C1=NN=C2N1C(=CC(=C2)C(=O)N)Cl